5-(2'-Fluoro-4'-methyl-3,4,5,6-tetrahydro-2H-[1,3']bipyridinyl-4-yl)-2-methyl-7-(2-trifluoromethylbenzyl)-2,4,5,7-tetrahydro-pyrazolo[3,4-d]pyrimidin-6-one FC1=NC=CC(=C1N1CCC(CC1)N1C(N(C=2C(C1)=CN(N2)C)CC2=C(C=CC=C2)C(F)(F)F)=O)C